2-(4-(Chloromethyl)-1H-pyrazol-1-yl)-6-methoxypyridine 2-(((4-nitrophenoxy)carbonyl)oxy)propane-1,3-diyl-diacetate [N+](=O)([O-])C1=CC=C(OC(=O)OC(CCC(=O)O)CCC(=O)O)C=C1.ClCC=1C=NN(C1)C1=NC(=CC=C1)OC